8-((2-methyl-4-(3-(trifluoromethyl)pyrrolidin-1-yl)phenyl)amino)-2,3-dihydrobenzo[b][1,4]oxazepin-4(5H)-one CC1=C(C=CC(=C1)N1CC(CC1)C(F)(F)F)NC=1C=CC2=C(OCCC(N2)=O)C1